(3R,5R)-5-(3-((2-(methoxymethyl) pyrazolo[1,5-a]pyrazin-4-yl)amino)-1H-pyrazol-5-yl)tetrahydrofuran-3-yl((S)-1-cyclopropylethyl) carbamate C(N)(O[C@@H](C[C@H]1CO[C@H](C1)C1=CC(=NN1)NC=1C=2N(C=CN1)N=C(C2)COC)C2CC2)=O